4-(1-azetidinyl)-7-methyl-5-[1-methyl-5-[5-(trifluoromethyl)-2-pyridinyl]-1H-pyrazol-4-yl]-imidazo[5,1-f][1,2,4]triazine N1(CCC1)C1=NC=NN2C1=C(N=C2C)C=2C=NN(C2C2=NC=C(C=C2)C(F)(F)F)C